C(C=C)C(C(C)=O)C(CC)=O 3-allylhexane-2,4-dione